2-chloro-4-fluoro-5-(3-methyl-2,6-dioxo-4-(trifluoromethyl)-2,3-dihydropyrimidine-1(6H)-yl)benzoic acid ClC1=C(C(=O)O)C=C(C(=C1)F)N1C(N(C(=CC1=O)C(F)(F)F)C)=O